C1CCC2(C1)CCOO2 Dioxaspiro[4.4]Nonane